3,7-dimethyloctan-2,6-dienal CC(=CC=O)CCC=C(C)C